(4-chlorophenyl)methyl carbonochloridate C(OCC1=CC=C(C=C1)Cl)(=O)Cl